1,1,1-Trifluoro-2-methylpropan-2-yl (S)-4-(7-cyclohexyl-5-cyclopropyl-7H-pyrrolo[2,3-d]pyrimidin-4-yl)-3-methylpiperazine-1-carboxylate C1(CCCCC1)N1C=C(C2=C1N=CN=C2N2[C@H](CN(CC2)C(=O)OC(C(F)(F)F)(C)C)C)C2CC2